N,N-diethyl-5,8-dimethyl-2-azoniabicyclo[3.2.2]Nonane hydroxide [OH-].C(C)[N+]1(C2CCC(CC1)(CC2C)C)CC